FC1(CCC(CC1)C1=NC(=NC(=C1NC(C1=CN=C(C(=C1)F)OC)=O)C1=C(C=CC(=C1)F)F)C)F N-(4-(4,4-difluorocyclohexyl)-6-(2,5-difluorophenyl)-2-methylpyrimidin-5-yl)-5-fluoro-6-methoxynicotinamide